BoroninaT B1C(=CC=CC=CC=C1)C(=O)[O-]